tert-butyl (1S,2S,5R)-2-(((7-bromo-6,8-difluoro-4-hydroxy-1-(4-methoxybenzyl)-2-oxo-1,2-dihydroquinolin-5-yl) oxy) methyl)-3,8-diazabicyclo[3.2.1]octane-8-carboxylate BrC1=C(C(=C2C(=CC(N(C2=C1F)CC1=CC=C(C=C1)OC)=O)O)OC[C@@H]1[C@@H]2CC[C@H](CN1)N2C(=O)OC(C)(C)C)F